2-((6-chloro-1H-imidazo[4,5-c]pyridin-2-yl)thio)-N-(4-(difluoromethoxy)-3-methoxyphenyl)acetamide ClC1=CC2=C(C=N1)N=C(N2)SCC(=O)NC2=CC(=C(C=C2)OC(F)F)OC